(2S,4R)-4-hydroxy-1-[(2S)-2-[4-(4-isopropoxyphenyl)triazol-1-yl]-3,3-dimethyl-butanoyl]-N-methyl-pyrrolidine-2-carboxamide O[C@@H]1C[C@H](N(C1)C([C@H](C(C)(C)C)N1N=NC(=C1)C1=CC=C(C=C1)OC(C)C)=O)C(=O)NC